Cl.N[C@H](CNC(=O)N1CCN(CC1)C(C1=C(C=C(C=C1)NC=1C=2N(C=CN1)C(=CN2)C2=CC=C(C=C2)OC(F)F)C)=O)C N-[(2S)-2-aminopropyl]-4-[4-[[3-[4-(difluoromethoxy)phenyl]imidazo[1,2-a]pyrazin-8-yl]amino]-2-methyl-benzoyl]piperazine-1-carboxamide hydrochloride